N6-Glycylcarbamoyladenosin NCC(=O)NC(=O)NC=1C=2N=CN([C@H]3[C@H](O)[C@H](O)[C@@H](CO)O3)C2N=CN1